C(#N)C=1C=CC=2NC3=CC=C(C=C3SC2C1)C#N 3,7-dicyanophenothiazine